C(#N)C1CC2(C1)C[C@H](N(CC2)CC2=C1C=CNC1=C(C=C2OC)C)C2=CC=C(C(=O)NC1COC1)C=C2 4-((2S,4r,6S)-2-cyano-7-((5-methoxy-7-methyl-1H-indol-4-yl)methyl)-7-azaspiro[3.5]nonan-6-yl)-N-(oxetan-3-yl)benzamide